4,5-diaminopyrazine NN1CC=NC=C1N